(-)-butylbenzene C(CCC)C1=CC=CC=C1